C1(CC1)N(CC=O)CCO 2-[CYCLOPROPYL(2-HYDROXYETHYL)AMINO]ACETALDEHYDE